C(#N)C=1C=C(C=NC1)N(S(=O)(=O)C)CC=1SC(=CN1)C=1OC(=NN1)C(F)F N-(5-cyanopyridin-3-yl)-N-({5-[5-(difluoromethyl)-1,3,4-oxadiazol-2-yl]-1,3-thiazol-2-yl}methyl)methanesulfonamide